1-(4-pyridyl)-2,2-difluoro-2-iodoethane-1-one N1=CC=C(C=C1)C(C(I)(F)F)=O